C1(=CC=CC=C1)C1=C(OC2=CC(=NC=C2)NC(=O)[C@@H](CC)NC(OC(C)(C)C)=O)C=CC=C1 tert-butyl N-[(1R)-1-[[4-(2-phenylphenoxy)-2-pyridyl]carbamoyl]propyl]carbamate